7-(8-chloro-7-fluoronaphthalen-1-yl)-2-(((2R,7aS)-2-fluorohexahydro-1H-pyrrolizin-7a-yl)methoxy)-5,6,7,8-tetrahydropyrido[3,4-d]pyrimidin-4-ol ClC=1C(=CC=C2C=CC=C(C12)N1CC=2N=C(N=C(C2CC1)O)OC[C@]12CCCN2C[C@@H](C1)F)F